2-((6-(4-amino-4-methylpiperidin-1-yl)-3,5-dicyano-4-cyclopropylpyridin-2-yl)sulfanyl)-2-phenylacetamide NC1(CCN(CC1)C1=C(C(=C(C(=N1)SC(C(=O)N)C1=CC=CC=C1)C#N)C1CC1)C#N)C